2-(6-(3-(cyanomethyl)-1H-pyrrolo[2,3-b]pyridin-5-yl)isochroman-8-yl)pyrrolidine-1-carboxylic acid tert-butyl ester C(C)(C)(C)OC(=O)N1C(CCC1)C=1C=C(C=C2CCOCC12)C=1C=C2C(=NC1)NC=C2CC#N